2,4-difluoro-3-[1-(1,2,3-triazol-1-yl)imidazo[1,5-a]pyridin-6-yl]aniline FC1=C(N)C=CC(=C1C=1C=CC=2N(C1)C=NC2N2N=NC=C2)F